C(C)(C)(CC)O[SiH](O)OC(C)(C)CC bis(tert-pentoxy)silanol